3-chloro-N-((2,4-difluoro-6-(propylamino)phenyl)thiocarbamoyl)-5-(trifluoromethyl)picolinamide ClC=1C(=NC=C(C1)C(F)(F)F)C(=O)NC(NC1=C(C=C(C=C1NCCC)F)F)=S